isopropyl 4-(6-((4-(methylsulfonyl)phenoxy)methyl)imidazo[2,1-b][1,3,4]thiadiazol-2-yl)piperidin-1-carboxylat CS(=O)(=O)C1=CC=C(OCC=2N=C3SC(=NN3C2)C2CCN(CC2)C(=O)OC(C)C)C=C1